5-(3'-(methylsulfonyl)-[1,1'-biphenyl]-4-yl)-3-(trifluoromethyl)-1H-pyrazol CS(=O)(=O)C=1C=C(C=CC1)C1=CC=C(C=C1)C1=CC(=NN1)C(F)(F)F